3-((5-(1-(2,2-difluoropropyl)-1H-benzo[d][1,2,3]triazol-6-yl)-6-fluoro-4-methoxypyrrolo[2,1-f][1,2,4]triazin-2-yl)amino)-2,2-dimethylpropanenitrile FC(CN1N=NC2=C1C=C(C=C2)C=2C(=CN1N=C(N=C(C12)OC)NCC(C#N)(C)C)F)(C)F